3-bromo-2-methyl-1-azaindolizine BrC1=C(N=C2C=CC=CN12)C